C1(=CC=CC=C1)NC(=NC1=CC=CC=C1)NC1=CC=CC=C1 1,2,3-triphenylguanidine